COCCOC1(CCC(CC1)=O)C(F)(F)F 4-(2-methoxyethoxy)-4-(trifluoromethyl)cyclohexan-1-one